N-{2-[1-(N-propylcarbamoyl)benzimidazolyl]}ethylcarbamic acid ethylethyl-acetate C(C)OC(CCC)=O.C(CC)NC(=O)N1C(=NC2=C1C=CC=C2)CCNC(O)=O